N1=CC=C(C=C1)C=1C(=NNC1)C1=CC=C(OCC2=NC3=CC=CC=C3C=C2)C=C1 2-[[4-[4-(4-pyridinyl)-1H-pyrazol-3-yl]phenoxy]methyl]quinoline